The molecule is a purine nucleobase that consists of purine bearing an oxo substituent at position 6. It has a role as a fundamental metabolite. It is an oxopurine, a purine nucleobase and a nucleobase analogue. It derives from an adenine. C1=NC2=C(N1)C(=O)NC=N2